p-bromotrifluoroacetophenone BrC1=CC=C(C=C1)C(C(F)(F)F)=O